BrC1=CC=C(OCC[C@@H](CCC=C)S(=O)(=O)N(CC2=CC=C(C=C2)OC)CC2=CC=C(C=C2)OC)C=C1 (R)-1-(4-BROMOPHENOXY)-N,N-BIS(4-METHOXYBENZYL)HEPT-6-ENE-3-SULFONAMIDE